(2-(((tert-butoxycarbonyl)amino)methyl)-7-(methoxycarbonyl)-5-chlorobenzofuran-3-yl)boronic acid C(C)(C)(C)OC(=O)NCC=1OC2=C(C1B(O)O)C=C(C=C2C(=O)OC)Cl